BrC1=C(C(=C(C#N)C(=C1)[N+](=O)[O-])F)N1[C@@H](COCC1)CO (R)-4-bromo-2-fluoro-3-(3-(hydroxymethyl)morpholino)-6-nitrobenzonitrile